2,2-dimethyl-3-(1H-Pyrazol-1-yl)propionic Acid CC(C(=O)O)(CN1N=CC=C1)C